C(C)N(CCC[SiH2]C(OCC)OCC)CC 3-diethylaminopropyl-diethoxymethyl-silane